BrC1=CC(=C(O1)C(=O)O)C 5-bromo-3-methylfuran-2-carboxylic acid